tert-butyl (2-(((tert-butyldimethylsilyl)oxy)methyl)-4H-benzo[b][1,2,4]triazolo[1,5-d][1,4]oxazin-6-yl)carbamate [Si](C)(C)(C(C)(C)C)OCC1=NN2C3=C(OCC2=N1)C(=CC=C3)NC(OC(C)(C)C)=O